COC1=NC=C(C(=N1)OC)C=1C=C(C=2N(N1)C=CN2)[C@@H]2[C@H](C2)C=2C=C1C=CC(=NC1=CC2)C(F)(F)F 6-[(1S,2S)-2-[6-(2,4-dimethoxypyrimidin-5-yl)imidazo[1,2-b]pyridazin-8-yl]cyclopropyl]-2-(trifluoromethyl)quinoline